C1=C(C=CC2=CC=CC=C12)C1=C(SC=C1)CCO 2-naphthylthiolethanol